rac-(2R,4R)-6-chloro-N-{4-[2-(4-chloro-3-fluorophenoxy)acetamido]bicyclo[2.1.1]hex-1-yl}-4-hydroxy-3,4-dihydro-2H-1-benzopyran-2-carboxamide ClC=1C=CC2=C([C@@H](C[C@@H](O2)C(=O)NC23CCC(C2)(C3)NC(COC3=CC(=C(C=C3)Cl)F)=O)O)C1 |r|